2,6-bis(4'-azidobenzal)-4-methylcyclohexanone N(=[N+]=[N-])C1=CC=C(C=C2C(C(CC(C2)C)=CC2=CC=C(C=C2)N=[N+]=[N-])=O)C=C1